CCC(C)N γ-n-butylamine